1-{3-[2-(2-aminoethoxy)-ethoxy]-propionyl}pseudouridine [2-[[5-[6,7-dichloro-3-(1H-pyrazol-4-yl)-1H-indol-2-yl]-1,3,4-oxadiazol-2-yl]amino]-2-oxo-ethyl]acetate ClC1=CC=C2C(=C(NC2=C1Cl)C1=NN=C(O1)NC(CCC(=O)OC[C@@H]1[C@H]([C@H]([C@@H](O1)C1=CN(C(=O)NC1=O)C(CCOCCOCCN)=O)O)O)=O)C=1C=NNC1